9-((2-((4,5-dimethylthiazol-2-yl)carbamoyl)phenyl)amino)-9-oxononanoic acid CC=1N=C(SC1C)NC(=O)C1=C(C=CC=C1)NC(CCCCCCCC(=O)O)=O